3-(8-amino-2-((2,6-difluorophenyl)(hydroxy)methyl)-5-(2,6-dimethylpyridin-4-yl)-[1,2,4]triazolo[1,5-a]pyrazin-6-yl)-2-fluorobenzonitrile NC=1C=2N(C(=C(N1)C=1C(=C(C#N)C=CC1)F)C1=CC(=NC(=C1)C)C)N=C(N2)C(O)C2=C(C=CC=C2F)F